(S)-2-((3E,7E)-12,12-difluoro-4,8-dimethyldodecane-3,7,11-trien-1-yl)-2,5,7,8-tetramethylchroman-6-ol FC(=CCC/C(=C/CC/C(=C/CC[C@@]1(OC2=C(C(=C(C(=C2CC1)C)O)C)C)C)/C)/C)F